C(C)(=O)NC(CCC)NC(\C=C\C1=CC(O)=C(O)C=C1)=O N-acetyl-N'-caffeoylbutanediamine